ClC1=C(C=CC(=C1)OCCN1CCNCC1)C=1N(C2=NC=NC(=C2N1)OC1(CC1)C)CC1=NC=CC(=C1)CC 8-(2-chloro-4-(2-(piperazin-1-yl)ethoxy)phenyl)-9-((4-ethylpyridin-2-yl)methyl)-6-(1-methylcyclopropoxy)-9H-purine